[Cl-].[Cl-].C1(=CC=CC2=CC=CC=C12)C(=[Zr+2](C1=C(C=CC=2C3=CC=C(C=C3CC12)C(C)(C)C)C(C)(C)C)C1C=CC=C1)C1=CC=C(C=C1)Cl naphthyl(p-chlorophenyl)methylene(cyclopentadienyl)(2,7-di-tert-butylfluorenyl)zirconium dichloride